1-acetyl-3-(3-pyridyl)thiophene C(C)(=O)S1C=C(C=C1)C=1C=NC=CC1